5-(2-((2,2-difluoropropyl)amino)-7H-pyrrolo[2,3-d]pyrimidin-5-yl)-N-(2-fluoro-2-methylpropyl)pyrazolo[1,5-a]pyridine-3-carboxamide FC(CNC=1N=CC2=C(N1)NC=C2C2=CC=1N(C=C2)N=CC1C(=O)NCC(C)(C)F)(C)F